C[SiH](O[Si](C)(C)O[SiH](C)C)C1CCCCC1 methylcyclohexyl-[(dimethylsiloxy)dimethyl-siloxy]silane